OCCNC1=C(C#N)C=CC=C1[N+](=O)[O-] ((2-hydroxyethyl)amino)-3-nitrobenzonitrile